6-((((1R,2R)-2-hydroxycyclopentyl)oxy)methyl)-2-(2'-(4-methyl-4H-1,2,4-triazol-3-yl)-[1,1'-biphenyl]-3-yl)-4-(trifluoromethyl)isoindolin-1-one lithium [Li].O[C@H]1[C@@H](CCC1)OCC1=CC(=C2CN(C(C2=C1)=O)C=1C=C(C=CC1)C1=C(C=CC=C1)C1=NN=CN1C)C(F)(F)F